CNC(=O)OCC1C=CC=C(COC(=O)NC)N=1 Pyridinol Carbamate